N1(N=CN=C1)C1=CC=CN=N1 6-(1H-1,2,4-triazol-1-yl)pyridazin